C(\C=C/C(=O)O)(=O)O.ClC1=CC2=C(CCC3=C(N2CCCCNC/C=C/C(=O)OCC)C=CC(=C3)OCCOCCOC)C=C1 ethyl (E)-4-(4-{7-Chloro-2-[2-(2-methoxy-ethoxy)-ethoxy]-10,11-dihydro-5H-dibenzo[b,f]azepin-5-yl}-butylamino)-but-2-enoate maleate